tert-butyl-6-bromo-N,4-dimethylpyridin-2-amine C(C)(C)(C)C=1C(=NC(=CC1C)Br)NC